FC=1C(=NC(N([C@H]2[C@H](O)[C@H](O)[C@@H](C)O2)C1)=O)NC(=O)OCCCCC 5'-deoxy-5-fluoro-N-[(pentyloxy)-carbonyl]-cytidine